γ-(2-aminoethyl)aminopropyldiethoxymethylsilane NCCNCCC[SiH2]C(OCC)OCC